ClC1=NC(=C(C=2N=C(N=C(C21)N2CC1CCC(C2)N1C(=O)[O-])OC[C@]12CCCN2C[C@@H](C1)F)F)Cl 3-(5,7-dichloro-8-fluoro-2-(((2R,7aS)-2-fluorohexahydro-1H-pyrrolizin-7a-yl) methoxy) pyrido[4,3-d]pyrimidin-4-yl)-3,8-diazabicyclo[3.2.1]octane-8-carboxylate